ClC1=NC=CC=C1OC=1C(N(N=C(C1O)C)C)=O 4-[(2-chloro-3-pyridinyl)oxy]-5-hydroxy-2,6-dimethyl-pyridazin-3-one